Tert-butyl (1R,4S)-1-((benzyloxy) methyl)-5-((1-methyl-1H-pyrazol-3-yl) methyl)-6-oxo-2,5-diazabicyclo[2.2.1]heptane-2-carboxylate C(C1=CC=CC=C1)OC[C@@]12N(C[C@@H](N(C1=O)CC1=NN(C=C1)C)C2)C(=O)OC(C)(C)C